FC1=C(C=CC(=C1)F)N1CC=C(C=C1)[N+](=O)[O-] N-(2,4-difluorophenyl)-4-nitropyridin